alpha-tert-butyl-4-chloro-4'-methylbenzhydrol C(C)(C)(C)C(C1=CC=C(C=C1)Cl)(C1=CC=C(C=C1)C)O